1-(3,5-dimethylphenyl)-7-isopropyl-isoquinoline CC=1C=C(C=C(C1)C)C1=NC=CC2=CC=C(C=C12)C(C)C